ClC1=CC(=C(C=C1)C1=NC(=CN2C1=NC(=C(C2=O)C)C)[C@@H]2C[C@@H](OCC2)C=2C=NN(C2)C(F)F)F 9-(4-chloro-2-fluoro-phenyl)-7-[(2R,4S)-2-[1-(difluoromethyl)pyrazol-4-yl]tetrahydropyran-4-yl]-2,3-dimethyl-pyrazino[1,2-a]pyrimidin-4-one